IMIDAZOPYRIDIN N1C=NC2=C1C=CC=N2